tert-Butyl-6-amino-3,4-dihydroisoquinoline tert-butyl-(3R,5R)-3-amino-5-fluoropiperidine-1-carboxylate C(C)(C)(C)OC(=O)N1C[C@@H](C[C@H](C1)F)N.C(C)(C)(C)C1=NCCC2=CC(=CC=C12)N